(2-chloro-3-methoxyphenyl)-[rac-(7R,9aS)-7-(4-chlorophenyl)-7-fluoro-3,4,6,8,9,9a-hexahydro-1H-pyrido[1,2-a]pyrazin-2-yl]methanone ClC1=C(C=CC=C1OC)C(=O)N1C[C@H]2N(CC1)C[C@](CC2)(F)C2=CC=C(C=C2)Cl |r|